antimony-cadmium [Cd].[Sb]